tert-butyl N-[(3R)-5-oxotetrahydrofuran-3-yl]carbamate O=C1C[C@H](CO1)NC(OC(C)(C)C)=O